S1C(=CC=C1)C=O (thiophene-2-yl)methanone